(1R,3S,4R)-5,5-difluoro-2-(4-methoxy-1H-indole-2-carbonyl)-N-((S,Z)-1-(2-oxodihydrofuran-3(2H)-ylidene)-3-((R)-2-oxopyrrolidin-3-yl)propan-2-yl)-2-azabicyclo[2.2.2]octane-3-carboxamide FC1([C@H]2[C@H](N([C@@H](C1)CC2)C(=O)C=2NC1=CC=CC(=C1C2)OC)C(=O)N[C@H](\C=C\2/C(OCC2)=O)C[C@@H]2C(NCC2)=O)F